C([C@H](O)C1=CC=CC=C1)(=O)O |r| (+-)-DL-mandelic acid